BrC1=NC(=CC=C1N1CN(C2=CC(=C(C=C2C1=O)F)C(F)(F)F)C1=CC=C(C(=C1C=O)F)F)OC 6-(3-(2-Bromo-6-methoxypyridin-3-yl)-6-fluoro-4-oxo-7-(trifluoromethyl)-3,4-dihydroquinazolin-1(2H)-yl)-2,3-difluorobenzaldehyde